2-chloro-5-(7-chloro-2-methylbenzo[d]thiazol-6-yl)-3-methyl-7-((2-(trimethylsilyl)ethoxy)methyl)-3,7-dihydro-4H-pyrrolo[2,3-d]pyrimidin-4-one ClC=1N(C(C2=C(N1)N(C=C2C2=C(C1=C(N=C(S1)C)C=C2)Cl)COCC[Si](C)(C)C)=O)C